4-(3,5-dicyclopropyl-1-methyl-1H-pyrazol-4-yl)-N-ethyl-6-methyl-7-oxo-6,7-dihydro-1H-pyrrolo[2,3-c]pyridine-2-carboxamide C1(CC1)C1=NN(C(=C1C=1C2=C(C(N(C1)C)=O)NC(=C2)C(=O)NCC)C2CC2)C